1,3-bis(4-pyridyl)-(2,5-bis(2-(4-pyridyl)-vinyl)phenyl)cyclobutane N1=CC=C(C=C1)C1(CC(C1)C1=CC=NC=C1)C1=C(C=CC(=C1)C=CC1=CC=NC=C1)C=CC1=CC=NC=C1